(3-(4-(6-fluorobenzo[d]isoxazol-3-yl)piperidin-1-yl)propoxy)-5,6-dihydro-1H-pyrrolo[3,2,1-ij]quinolin-4(2H)-one hydrochloride Cl.FC1=CC2=C(C(=NO2)C2CCN(CC2)CCCOC2CN3C(CCC4=CC=CC2=C34)=O)C=C1